BrC1=C(C=CC=C1)S(=O)(=O)N1[C@]2([C@H](C3=C(C=CC=C13)Cl)O)OC(C=C2C2=CC=CC=C2)=O (2S,3'S)-1'-((2-bromophenyl)sulfonyl)-4'-chloro-3'-hydroxy-3-phenyl-5H-spiro[furan-2,2'-indoline]-5-one